(S)-2-(8-(1-oxa-7-azaspiro[4.4]non-7-yl)pyrido[2,3-d]pyridazin-5-yl)-5-(trifluoromethyl)phenol O1CCC[C@]12CN(CC2)C=2N=NC(=C1C2N=CC=C1)C1=C(C=C(C=C1)C(F)(F)F)O